(cis)-3-(6-(2-bromoethoxy)-4-chloro-1-((2-(trimethylsilyl)ethoxy)methyl)-1H-benzo[d]imidazol-2-yl)-1-methylcyclobutan-1-ol BrCCOC=1C=C(C2=C(N(C(=N2)C2CC(C2)(O)C)COCC[Si](C)(C)C)C1)Cl